CN(CCN1CCN(CC1)C1=NC2=CC=C(C=C2C(=N1)O)C=1C(=NOC1C)C)C (4-(2-(dimethylamino)ethyl)piperazin-1-yl)-6-(3,5-dimethylisoxazol-4-Yl)quinazolin-4-ol